5-[2-chloro-5-[[(1S,4S,7R)-2-oxa-5-azabicyclo[2.2.1]heptan-7-yl]oxy]-4-pyridyl]-N-(2,6-dimethylpyrimidin-4-yl)pyrazolo[1,5-a]pyridin-2-amine ClC1=NC=C(C(=C1)C1=CC=2N(C=C1)N=C(C2)NC2=NC(=NC(=C2)C)C)O[C@H]2[C@H]1OC[C@@H]2NC1